CC=1SC2=C(N1)C=CC(=C2)N 2-methyl-1,3-benzothiazol-6-amine